3-(2-hydroxyethoxy)-5-methyl-8-(4-(5-methylbenzo[d]oxazol-2-yl)piperidin-1-yl)-6-oxo-5,6-dihydro-1,5-naphthyridine-2-carbonitrile OCCOC=1C(=NC=2C(=CC(N(C2C1)C)=O)N1CCC(CC1)C=1OC2=C(N1)C=C(C=C2)C)C#N